BrC1=C(C(=CC(=C1)Br)Br)OCC=C allyl 2,4,6-tribromophenyl ether